2-(4-((3-Isopropyl-2-(1,4,5-trimethyl-6-oxo-1,6-dihydropyridin-3-yl)-1H-indol-5-yl)oxy)piperidin-1-yl)-N-methylacetamid C(C)(C)C1=C(NC2=CC=C(C=C12)OC1CCN(CC1)CC(=O)NC)C1=CN(C(C(=C1C)C)=O)C